(R)-N-(1-(2,2-difluoro-[1,3]dioxolo[4,5-c]pyridin-6-yl)ethyl)-2-(4-isopropylphenyl)acetamide FC1(OC2=C(C=NC(=C2)[C@@H](C)NC(CC2=CC=C(C=C2)C(C)C)=O)O1)F